1-[4-(trifluoromethyl)phenyl]-1H-indazole-5-sulfonamide FC(C1=CC=C(C=C1)N1N=CC2=CC(=CC=C12)S(=O)(=O)N)(F)F